(R)-2-((1,1-dioxido-2,3-dihydrothiophen-3-yl)carbamoyl)-5-(4-methoxyphenyl)pyridine 1-oxide O=S1(C[C@@H](C=C1)NC(=O)C1=[N+](C=C(C=C1)C1=CC=C(C=C1)OC)[O-])=O